OC1=CC=C(C=C1)/C(=C(\CC)/C1=CC=CC=C1)/C1=CC=C(OCCN2CCN(CC2)CCNC2=C3CN(C(C3=CC=C2)=O)C2C(NC(CC2)=O)=O)C=C1 (Z)-3-(4-((2-(4-(2-(4-(1-(4-hydroxyphenyl)-2-phenylbut-1-en-1-yl)phenoxy)ethyl)piperazin-1-yl)ethyl)amino)-1-oxoisoindolin-2-yl)piperidine-2,6-dione